C(C)N1N=C2N=C(C=NC2=C1)N[C@@H](C)C=1C=C(C=CC1)NC(CC1=NC=C(C=C1)CC)=O (S)-N-(3-(1-((2-ethyl-2H-pyrazolo[3,4-b]pyrazin-6-yl)amino)ethyl)phenyl)-2-(5-ethylpyridin-2-yl)acetamide